3-(1-methyl-1H-pyrazol-4-yl)isoquinolin-8-amine CN1N=CC(=C1)C=1N=CC2=C(C=CC=C2C1)N